C(C)(C)C1=C(NC2=CC=C(C=C12)C1CCC(CC1)N(CCS(=O)(=O)C)C)C=1C=C(C=2N(C1)N=CN2)OC 4-(3-isopropyl-2-(8-methoxy-[1,2,4]triazolo[1,5-a]pyridin-6-yl)-1H-indol-5-yl)-N-methyl-N-(2-(methylsulfonyl)ethyl)cyclohexanamine